FC(C1=C(C=C2CCCN(C2=C1)C1=CC=CC(=N1)NC(=O)NC)C=1C=NN(C1)C)F 1-(6-(7-(difluoromethyl)-6-(1-methyl-1H-pyrazol-4-yl)-3,4-dihydroquinolin-1(2H)-yl)pyridin-2-yl)-3-methylurea